ClC1=NC(=C(C(=N1)CC1(CCC2=CC=CC=C12)C(=O)OC)[N+](=O)[O-])Cl methyl 1-((2,6-dichloro-5-nitropyrimidin-4-yl) methyl)-2,3-dihydro-1H-indene-1-carboxylate